COC(=O)N1[C@H](CCC2=C3C(=CC=C12)N(C(=N3)CCC3CCOCC3)C3CCCCC3)C (1R,3R)-3-((S)-6-(Methoxycarbonyl)-7-methyl-2-(2-(tetrahydro-2H-pyran-4-yl)ethyl)-6,7,8,9-tetrahydro-3H-imidazo[4,5-f]chinolin-3-yl)cyclohexan